3-[tert-butyl-(dimethyl)silyl]oxy-3-(2-chlorophenyl)propanal C(C)(C)(C)[Si](OC(CC=O)C1=C(C=CC=C1)Cl)(C)C